(R)-4-(4-(1,4-oxazepan-4-yl)pyrimidin-2-ylamino)-2-fluoro-N-(8-methylisoquinolin-1-yl)-N-(piperidin-3-yl)benzamide O1CCN(CCC1)C1=NC(=NC=C1)NC1=CC(=C(C(=O)N([C@H]2CNCCC2)C2=NC=CC3=CC=CC(=C23)C)C=C1)F